N-(3-acetyl-4-hydroxy-phenyl)-acetamide C(C)(=O)C=1C=C(C=CC1O)NC(C)=O